2-methyl-6-nitroquinazoline CC1=NC2=CC=C(C=C2C=N1)[N+](=O)[O-]